FC1=C(CN2C(N(C=3C=NC(=C(C32)C3=CC=CC=C3)C)C)=O)C(=CC(=C1)S(=O)(=N)C)F 1-(2,6-difluoro-4-(S-methylsulfonimidoyl)benzyl)-3,6-dimethyl-7-phenyl-1,3-dihydro-2H-imidazo[4,5-c]pyridin-2-one